FC1=C(C(=CC=C1)F)C=1NC2=C(C3=C(N1)C=C(C=C3)C(=O)NC3CCOCC3)NN=C2 5-(2,6-difluorophenyl)-N-(tetrahydro-2H-pyran-4-yl)-1,4-dihydrobenzo[d]pyrazolo[3,4-f][1,3]diazepine-8-carboxamide